[1-[[3-[[(4S)-2,2-dimethylchroman-4-yl]carbamoyl]phenyl]-pyridin-1-ium-3-yl-methyl]-4,4-diethyl-6-oxo-hexahydropyrimidin-2-ylidene]ammonium CC1(OC2=CC=CC=C2[C@H](C1)NC(=O)C=1C=C(C=CC1)C(N1C(NC(CC1=O)(CC)CC)=[NH2+])C=1C=[NH+]C=CC1)C